4-(2-(4-fluorophenyl)-7-(1-methylpiperidin-4-yl)-5,6,7,8-tetrahydroimidazo[1,2-a]pyrazin-3-yl)pyrimidin-2-amine FC1=CC=C(C=C1)C=1N=C2N(CCN(C2)C2CCN(CC2)C)C1C1=NC(=NC=C1)N